2-(4-fluorophenyl)-6,6-dimethyl-3-(6-methyl-1H-pyrazolo[3,4-d]pyrimidin-4-yl)-4,7-dihydropyrazolo[5,1-c][1,4]oxazine FC1=CC=C(C=C1)C1=NN2C(COC(C2)(C)C)=C1C1=C2C(=NC(=N1)C)NN=C2